C(C1CO1)OC1=CC=C(C=C1)C(C)(C)C1=CC=C(C=C1)OCC1CO1 2,2-bis[p-(β,γ-epoxypropoxy)phenyl]propane